N-methyl-1-(2-oxopropionyl)pyrrolidine-3-carboxamide CNC(=O)C1CN(CC1)C(C(C)=O)=O